8-isobutyl-2-(methylthio)-7-oxo-7,8-dihydropyrido[2,3-d]pyrimidine-6-carbonitrile C(C(C)C)N1C(C(=CC2=C1N=C(N=C2)SC)C#N)=O